12-Bromo-5-(2,2-difluoroethyl)-18,20-difluoro-13-hydroxy-15,15-dioxo-8-oxa-15λ6-thia-4,5,16-triazatetracyclo[15.3.1.110,14.02,6]docosa-1(20),2(6),3,10(22),11,13,17(21),18-octaen-9-one BrC1=CC=2C(OCC=3N(N=CC3C3=C(C=C(C(NS(C(=C1O)C2)(=O)=O)=C3)F)F)CC(F)F)=O